C1(=CC=C(C=C1)N1C(=NC2=C1C1=CC=CC=C1C=1C=CC=CC12)C1=CC=C(C=C1)C1=CC=CC=C1)C1=CC=CC=C1 1,2-di([1,1'-biphenyl]-4-yl)-1H-phenanthro[9,10-d]imidazole